N-[(5-chloro-2-pyridinyl)methyl]-2-methyl-5-[(2S)-2-(trifluoromethylsulfonylamino)propoxy]pyridine-3-carboxamide ClC=1C=CC(=NC1)CNC(=O)C=1C(=NC=C(C1)OC[C@H](C)NS(=O)(=O)C(F)(F)F)C